FC1=C2C=CC=NC2=C(C=C1CCNC(OC(C)(C)C)=O)F Tert-butyl (2-(5,8-difluoroquinolin-6-yl)ethyl)carbamate